L-1-methyl-3-vinyl-imidazole hydroxide [OH-].CN1CN(C=C1)C=C